2-(4-cyanophenyl)propionic acid C(#N)C1=CC=C(C=C1)C(C(=O)O)C